C(C)(C)N.P(=O)(O)(O)CNCC(=O)O N-(phosphonomethyl)-glycine monoisopropylamine salt